N1CC(C1)C1=NC=C(C=C1)C1=C(C=C(C=C1)S(=O)(=O)C)Cl 2-(Azetidin-3-yl)-5-(2-chloro-4-methylsulfonyl-phenyl)pyridine